mercaptomalic acid SC(C(=O)O)(O)CC(=O)O